C1(CCCC1)C1=C(C=C(COC2=CC=3C4=C(NC3C=C2)[C@H](CC4)CC(=O)O)C=C1)C(F)(F)F (R)-2-(7-(4-cyclopentyl-3-(trifluoromethyl)-benzyloxy)-1,2,3,4-tetrahydrocyclopenta[b]indol-3-yl)acetic acid